CC1(OCC(O1)CO)C [±]-2,2-dimethyl-1,3-dioxolane-4-methanol